OC1(COC1)C1=CC=C(C(=N1)C)N1CCNCC1 4-(6-(3-hydroxyoxetan-3-yl)-2-methylpyridin-3-yl)piperazine